Cl.NC=1SC2=C(N1)CC[C@@H](C2)NCCC (S)-2-amino-4,5,6,7-tetrahydro-6-propylaminobenzo[1,2-d]thiazole hydrochloride